(S)-1-(4-fluoro-3-((2-propylpentyl)oxy)phenyl)-3-((1-phenylethyl)amino)propan-1-one FC1=C(C=C(C=C1)C(CCN[C@@H](C)C1=CC=CC=C1)=O)OCC(CCC)CCC